NC1=NC(=CC(=N1)N1CCC2(C[C@H](NC2)C(=O)OCC)CC1)O[C@@H](C(F)(F)F)C1=C(C=C(C=C1)Cl)N1N=C(C=C1)C(F)(F)F (S)-ethyl 8-(2-amino-6-((R)-1-(4-chloro-2-(3-(trifluoromethyl)-1H-pyrazol-1-yl)phenyl)-2,2,2-trifluoroethoxy)pyrimidin-4-yl)-2,8-diazaspiro[4.5]decane-3-carboxylate